(E)-N-hydroxy-3-(2-(4-(2-(1-(methylsulfonyl)piperidin-4-yl)acetamido)piperidin-1-yl)phenyl)acrylamide ONC(\C=C\C1=C(C=CC=C1)N1CCC(CC1)NC(CC1CCN(CC1)S(=O)(=O)C)=O)=O